5-amino-3-(4-bromophenyl)-1-[1-(trifluoromethyl)propyl]pyrrole-4-carbonitrile NC1=C(C(=CN1C(CC)C(F)(F)F)C1=CC=C(C=C1)Br)C#N